CC(C=C)C(C=C)C 3,4-dimethyl-1,5-hexadiene